(1S,2S)-2-fluoro-N-(3-(2-methoxypyridin-3-yl)-1H-pyrrolo[2,3-b]pyridin-6-yl)cyclopropane-1-carboxamide F[C@@H]1[C@@H](C1)C(=O)NC1=CC=C2C(=N1)NC=C2C=2C(=NC=CC2)OC